FC(C1=NOC(=N1)N1CCC(CC1)[C@H](C)OC=1SC2=NC(=CC=C2N1)C=1C=NC(=CC1)S(=O)(=O)C)(F)F 2-((S)-1-(1-(3-(trifluoromethyl)-1,2,4-oxadiazol-5-yl)piperidin-4-yl)ethoxy)-5-(6-(methylsulfonyl)pyridin-3-yl)thiazolo[5,4-b]pyridin